C(C)(C)(C)OC(=O)N1[C@@H](COCC1)C=1C=C(C=C2CCN(CC12)C(=O)N1CCOCC1)C=1C=C2C(=NC1)NC=C2CC (R)-3-(6-(3-ethyl-1H-pyrrolo[2,3-b]pyridin-5-yl)-2-(morpholine-4-carbonyl)-1,2,3,4-Tetrahydroisoquinolin-8-yl)morpholine-4-carboxylic acid tert-butyl ester